(3-(4-chloro-6-phenyl-1,3,5-triazin-2-yl)phenyl)-10-phenyl-5,10-dihydrophenazine ClC1=NC(=NC(=N1)C1=CC=CC=C1)C=1C=C(C=CC1)C1=CC=CC=2NC3=CC=CC=C3N(C12)C1=CC=CC=C1